CC1=NC2=CC=CC(=C2C=C1Br)[N+](=O)[O-] 2-methyl-3-bromo-5-nitroquinoline